CN1C(C2=CC=C(C=C2C=C1)Cl)=O 2-methyl-6-chloroisoquinolin-1(2H)-one